C(C)OC=1C(=C(C=CC1)C=1NC=C(N1)C1=CC=CC=C1)O 2-(3-ethoxy-2-hydroxyphenyl)-4(s)-phenylimidazole